2-(5-(((1R,5R,6R,7S)-6-fluoro-3-oxa-9-azabicyclo[3.3.1]nonan-7-yl)(methyl)amino)pyrazin-2-yl)-5-(1-methyl-1H-pyrazol-4-yl)phenol F[C@@H]1[C@H]2COC[C@@H](C[C@@H]1N(C=1N=CC(=NC1)C1=C(C=C(C=C1)C=1C=NN(C1)C)O)C)N2